COCC1=CC=C(C=C1)O 4-(methoxymethyl)phenol